3-(5-(((1S,2S)-2-(((4,4-difluorocyclohexyl)methyl)amino)cyclopentyl)oxy)-1-oxoisoindolin-2-yl)piperidine-2,6-dione FC1(CCC(CC1)CN[C@@H]1[C@H](CCC1)OC=1C=C2CN(C(C2=CC1)=O)C1C(NC(CC1)=O)=O)F